NC(CCC(=O)O)(CCC(=O)O)N di-aminopimelic acid